COC1=C(C=C(C=C1)C1=C2N=C(C(=NC2=CC=C1[N+](=O)[O-])N)N)C(F)(F)F 4-methoxy-3-(trifluoromethyl)phenyl-6-nitroquinoxaline-2,3-diamine